5-[3-{[2-(Piperidin-4-yl)ethyl]amino}-4-(trifluoromethyl)phenyl]-1,3,4-oxadiazol-2(3H)-one N1CCC(CC1)CCNC=1C=C(C=CC1C(F)(F)F)C1=NNC(O1)=O